C(C)O[Si](CCCCN(C)CCCC[Si](OCC)(OCC)OCC)(OCC)OCC bis(4-triethoxysilylbutyl)N-methylamine